FC=1C=C(C=C(C1)F)C1=CC(=CC=C1)C[C@@H]1N(CC[C@@H]1NS(=O)(=O)C)C(=O)C1(CCC1)O N-((2S,3S)-2-((3',5'-difluorobiphenyl-3-yl)methyl)-1-((1-hydroxycyclobutyl)carbonyl)pyrrolidin-3-yl)methanesulfonamide